2,6-dichlorotolualdehyde oxime ClC1(C(C(=CC=C1)Cl)C)C=NO